1-methyl-1-(2-(pyrazolo[1,5-a]pyrazine-3-carbonyl)-2-azaspiro[3.3]heptan-6-yl)-3-(3-(trifluoromethyl)phenyl)urea CN(C(=O)NC1=CC(=CC=C1)C(F)(F)F)C1CC2(CN(C2)C(=O)C=2C=NN3C2C=NC=C3)C1